ClC1=C(OCC(=O)OCC)C=CC(=C1)C(F)(F)F ethyl 2-(2-chloro-4-(trifluoro-methyl) phenoxy)acetate